2,5-dimethylpyrrolyltrimethyl-silane CC=1NC(=CC1[Si](C)(C)C)C